ClC=1C=C(C=CC1)N1C(N(C(C1)C#N)C1=CN=CC2=CC=C(C=C12)C#N)=O 4-(3-(3-chlorophenyl)-5-cyano-2-oxoimidazolin-1-yl)isoquinoline-6-carbonitrile